ClC1=C(CNC(=O)[C@]2(C=3C=CC=NC3[C@@]3(CC2)OC3)F)C=CC(=C1)Cl (2R,5'S)-N-(2,4-dichlorobenzyl)-5'-fluoro-6',7'-dihydro-5'H-spiro[oxirane-2,8'-quinoline]-5'-carboxamide